5-bromo-6-(1-(3-chloropyridin-2-yl)-3-methoxy-1H-pyrazole-5-carboxamido)-N-(1-methylcyclopropyl)pyrazolo[1,5-a]pyridine-7-carboxamide BrC1=CC=2N(C(=C1NC(=O)C1=CC(=NN1C1=NC=CC=C1Cl)OC)C(=O)NC1(CC1)C)N=CC2